BrC1=CC=C2C=CC(=CC2=C1)C=1SC2=C(C1)C=CC=C2 2-(7-bromonaphthalene-2-yl)benzothiophene